OC1=CC=C(C=C1)C(C1=CC=C(C=C1)O)C1=CC=C(C=C1)O 1,1,1-tris(4'-hydroxyphenyl)methane